1-(2-(Dimethylamino)-5,6-dimethylpyrimidin-4-yl)-3-(3-phenylpropyl)piperidin CN(C1=NC(=C(C(=N1)N1CC(CCC1)CCCC1=CC=CC=C1)C)C)C